(S)-6-(1-amino-1,3-dihydro-spiro[inden-2,4'-piperidin]-1'-yl)-3-(1-(6-(hydroxymethyl)pyridin-2-yl)vinyl)-1,5-dihydro-4H-pyrazolo[3,4-d]pyrimidin-4-one N[C@@H]1C2=CC=CC=C2CC12CCN(CC2)C=2NC(C1=C(N2)NN=C1C(=C)C1=NC(=CC=C1)CO)=O